ClCC=1C=NC2=CC=C(C=C2C1C(C)C)C1=NC(=NC=C1F)N[C@H]1[C@@H](COCC1)O (3s,4r)-4-((4-(3-(chloromethyl)-4-isopropylquinolin-6-yl)-5-fluoropyrimidin-2-yl)amino)tetrahydro-2H-pyran-3-ol